1-(5-((5-(methylthio)-1,3,4-thiadiazol-2-yl)carbamoyl)-1,3,4-oxadiazol-2-yl)piperidine-3-carboxylic acid CSC1=NN=C(S1)NC(=O)C1=NN=C(O1)N1CC(CCC1)C(=O)O